(4-amino-3-methoxyphenyl)(3-methoxyazetidin-1-yl)methanone NC1=C(C=C(C=C1)C(=O)N1CC(C1)OC)OC